[Na].CC=1C=CC(=C2C(=CC(=NC12)C=1OC2=C(C1C)C=CC=C2)C(=O)O)O[C@H](C)C2=CC=C(C=C2)S(N)(=O)=O 8-methyl-2-(3-methyl-1-benzofuran-2-yl)-5-[(1R)-1-(4-sulfamoylphenyl)ethoxy]Quinoline-4-carboxylic acid sodium